S1C(=NC2=C1C=CC=C2)C2=C(SC=1CN(CCC12)C(=O)OC(C)(C)C)NC(CCNCCOCCOCCOCCOCCOCCOCCC(OCC)=O)=O tert-butyl 3-(benzo[d]thiazol-2-yl)-2-(4-oxo-3,7,10,13,16,19,22-heptaoxa-25-azaoctacosan-28-amido)-4,7-dihydrothieno[2,3-c]pyridine-6(5H)-carboxylate